C(C)/C(/CO)=C\C[C@@H]1C(C(=CC1)C)(C)C (2E)-2-ethyl-4-[(1R)-2,2,3-trimethyl-3-cyclopenten-1-yl]-2-buten-1-ol